5-(4-(((3R,4S)-3-hydroxy-4-((5-(trifluoromethyl)pyridin-2-yl)amino)piperidin-1-yl)sulfonyl)phenyl)-1H-pyrrolo[2,3-b]pyridine-3-carbonitrile O[C@@H]1CN(CC[C@@H]1NC1=NC=C(C=C1)C(F)(F)F)S(=O)(=O)C1=CC=C(C=C1)C=1C=C2C(=NC1)NC=C2C#N